(3R)-3-[(1S)-2-tert-butoxy-1-[(3-hydroxyphenyl)methyl]-2-oxo-ethyl]pyrrolidine-1-carboxylic acid tert-butyl ester C(C)(C)(C)OC(=O)N1C[C@H](CC1)[C@@H](C(=O)OC(C)(C)C)CC1=CC(=CC=C1)O